1-[[6-Methoxy-5-(3-methoxypropoxy)-3-pyridyl]methyl]cyclobutanamine COC1=C(C=C(C=N1)CC1(CCC1)N)OCCCOC